C1(=CC=CC=C1)C(=O)C=1NC=2C=CC3=C(C2C1)CCCC3 Phenyl-(6,7,8,9-tetrahydro-3H-benzo[e]indol-2-yl)-methanone